7-bromo-8-methyl-[1,2,4]triazolo[1,5-a]pyridin-2-amine TFA salt OC(=O)C(F)(F)F.BrC1=C(C=2N(C=C1)N=C(N2)N)C